C(#N)C=1C=CC(=NC1)C(=O)NC=1C2=C(NN1)C(N(C2)C(=O)N2[C@H](CN([C@@H](C2)C)CC2CCOCC2)C)(C)C 5-cyano-N-(5-{[(2S,5R)-2,5-dimethyl-4-(tetrahydro-2H-pyran-4-ylmethyl)piperazin-1-yl]carbonyl}-6,6-dimethyl-1,4,5,6-tetrahydropyrrolo[3,4-c]pyrazol-3-yl)pyridine-2-carboxamide